cis-3-methyl-N-[4-methyl-5-pyridazin-3-yl-2-(trifluoromethyl)phenyl]-6-azabicyclo[3.1.1]heptane-6-carboxamide CC1CC2N(C(C1)C2)C(=O)NC2=C(C=C(C(=C2)C=2N=NC=CC2)C)C(F)(F)F